3-((6R,12aR)-6-(benzo[d][1,3]dioxol-5-yl)-2-methyl-1,4-dioxo-1,2,3,4,6,7,12,12a-octahydropyrazino[1',2':1,6]pyrido[3,4-b]indole-7-carbonyl)-1-methylpyridine O1COC2=C1C=CC(=C2)[C@H]2N1[C@H](CC3=C2N(C=2C=CC=CC32)C(=O)C=3CN(C=CC3)C)C(N(CC1=O)C)=O